ClC1=C(C=CC(=C1)[N+](=O)[O-])C#C 2-chloro-1-ethynyl-4-nitrobenzene